N-([1,1'-biphenyl]-4-yl)dibenzofuran-3-amine C1(=CC=C(C=C1)NC=1C=CC2=C(OC3=C2C=CC=C3)C1)C1=CC=CC=C1